[Mg+2].CS(=O)(=O)C1=CC=C(C=C1)N[C@@H](CO)C(=O)[O-].CS(=O)(=O)C1=CC=C(C=C1)N[C@@H](CO)C(=O)[O-] p-methylsulfonylphenyl-serine magnesium salt